FC1=C2C(=NN(C2=CC=C1)CC1=NOC(=N1)C1=C(C=CC=C1)F)C1CN(C1)C(=O)OC(C)(C)C tert-Butyl 3-(4-fluoro-1-{[5-(2-fluorophenyl)-1,2,4-oxadiazol-3-yl]methyl}-1H-indazol-3-yl)azetidine-1-carboxylate